CC1(CC(CC(C1)C)O)C 3,3,5-Trimethylcyclohexanol